C(C1=CC=CC=C1)O[C@@H]1[C@H](N(C[C@@H]([C@H]1OCC1=CC=CC=C1)OCC1=CC=CC=C1)CC1CCC(CC1)C1CC1)C (2R,3R,4R,5S)-3,4,5-tris(benzyloxy)-1-(((1r,4R)-4-cyclopropylcyclohexyl)methyl)-2-methyl-piperidine